COC(=O)C1=C(C2=NC=CC(=C2S1)C1=C(C(=CC(=C1)F)F)F)C(C)C 3-isopropyl-7-(2,3,5-trifluorophenyl)thieno[3,2-b]pyridine-2-carboxylic acid methyl ester